[As]([O-])([O-])[O-].[Ga+3].[In+3].N1CC(C1)C=1N=CN(C1)C12CC(C1)(C2)NC(COC2=CC(=C(C=C2)Cl)F)=O.[As]([O-])([O-])[O-] N-[3-[4-(azetidin-3-yl)imidazol-1-yl]-1-bicyclo[1.1.1]pentanyl]-2-(4-chloro-3-fluoro-phenoxy)acetamide Indium-Gallium Arsenit